C[N+](CCC)(CCOC(C(=C)C)=O)C dimethyl[2-(methacryloyloxy)ethyl]propylaminium